C(CCC)C1(N(C(C=2C=CCCC12)=O)CC1=CC=C(C=C1)OC)O 3-butyl-3-hydroxy-2-(4-methoxybenzyl)-2,3,4,5-tetrahydro-1H-isoindol-1-one